FC1=CC(=C(C=C1F)C=1C=NC=2CCN(CC2C1)C1=NC=C(C#N)C=C1C)C 6-(3-(4,5-difluoro-2-methylphenyl)-7,8-dihydro-1,6-naphthyridin-6(5H)-yl)-5-methylnicotinonitrile